NC1=C(C=C2CCN(CC2=C1)C)C(=O)NC1=NNC2=CC=C(C=C12)CC1=CC(=CC(=C1)F)F 7-amino-N-(5-(3,5-difluorobenzyl)-1H-indazol-3-yl)-2-methyl-1,2,3,4-tetrahydroisoquinoline-6-carboxamide